O.C(CS(=O)(=O)O)S(=O)(=O)O ethane-1,2-disulfonic acid hydrate